4-succinimidooxycarbonyl-alpha-methyl-alpha-(2-pyridyl-dithio)-toluene C1(CCC(N1OC(=O)C1=CC=C(C(SSC2=NC=CC=C2)C)C=C1)=O)=O